CC1=CC=C(C=C1)S(=O)(=O)OC1=C(C=CC=C1C1=C(C=CC=2CCCCC12)C)Cl (+)-2-Chloro-6-(2-methyl-5,6,7,8-tetrahydronaphthalen-1-yl)phenyl 4-methylbenzenesulfonate